4-({2-[(5-chloro-1H-pyrrolo[3,2-b]pyridine-3-yl)amino]-1-methyl-1H-benzo[d]imidazole-6-yl}Oxy)benzonitrile ClC1=CC=C2C(=N1)C(=CN2)NC2=NC1=C(N2C)C=C(C=C1)OC1=CC=C(C#N)C=C1